(R)-4-chloro-5-(3-((4-(2,2-dimethylpyrrolidin-1-yl)pyridin-2-yl)oxy)pyrrolidin-1-yl)pyridazin-3(2H)-one ClC=1C(NN=CC1N1C[C@@H](CC1)OC1=NC=CC(=C1)N1C(CCC1)(C)C)=O